(2E,4E)-hexa-2,4-dienedicarboxylic acid C(\C=C\C=C\C)(C(=O)O)C(=O)O